6-[(2-{bis[(4-methoxyphenyl)methyl]amino}pyridin-3-yl)methyl]-14-bromo-3-chloro-15-fluoro-2,4,6,10,11-pentazatetracyclo[8.5.2.05,16.013,17]heptadeca-1(2),3,5(16),11,13(17),14-hexaene COC1=CC=C(C=C1)CN(C1=NC=CC=C1CN1C=2N=C(N=C3C(=C(C=4C=NN(CCC1)C4C32)Br)F)Cl)CC3=CC=C(C=C3)OC